4-(6-((R)-2-(2-isopropylphenyl)-4-((5-methoxypyridin-2-yl)methyl)piperazin-1-yl)-2-azaspiro[3.3]heptan-2-yl)benzamide C(C)(C)C1=C(C=CC=C1)[C@H]1N(CCN(C1)CC1=NC=C(C=C1)OC)C1CC2(CN(C2)C2=CC=C(C(=O)N)C=C2)C1